4-phenylazobenzyloxycarbonyl-L-prolyl-L-leucylglycyl-L-prolyl-D-arginine C1(=CC=CC=C1)N=NC1=CC=C(COC(=O)N2[C@@H](CCC2)C(=O)N[C@@H](CC(C)C)C(=O)NCC(=O)N2[C@@H](CCC2)C(=O)N[C@H](CCCNC(N)=N)C(=O)O)C=C1